C[C@H]1N(C[C@@H](N(C1)C(C(=O)N)=O)C1=CC=CC=C1)C(=O)C1(CC1)C(F)(F)F 2-((2S,5R)-5-methyl-2-phenyl-4-(1-(trifluoromethyl)cyclopropanecarbonyl)piperazin-1-yl)-2-oxoacetamide